ClC=1C=CC(=NC1)C1(CC1)N 1-(5-chloro-pyridin-2-yl)-cyclopropan-1-amine